Benzyl ((2S,3R,4R)-1-acetyl-6-(1-benzyl-1H-pyrazol-4-yl)-2-cyclopropyl-3-methyl-1,2,3,4-tetrahydroquinolin-4-yl)carbamate C(C)(=O)N1[C@H]([C@@H]([C@H](C2=CC(=CC=C12)C=1C=NN(C1)CC1=CC=CC=C1)NC(OCC1=CC=CC=C1)=O)C)C1CC1